N,N-diethyl-2-methyl-naphthalen-1-amine C(C)N(C1=C(C=CC2=CC=CC=C12)C)CC